tert-butyl 4-(4-chloro-2H-1,2,3-triazol-2-yl)-2-(chlorosulfonyl)-7-fluoro-5-(trifluoromethyl)-1H-indole-1-carboxylate ClC1=NN(N=C1)C1=C2C=C(N(C2=C(C=C1C(F)(F)F)F)C(=O)OC(C)(C)C)S(=O)(=O)Cl